FC=1C(=NC(=NC1)N[C@H]1[C@@H](COCC1)O)C1=CC=C2C(C(=C(N(C2=C1)C(C)C)CN1CCOCC1)C)=O 7-(5-fluoro-2-(((3S,4R)-3-hydroxytetrahydro-2H-pyran-4-yl)amino)pyrimidin-4-yl)-1-isopropyl-3-methyl-2-(morpholinomethyl)quinolin-4(1H)-one